(1S,3S)-3-((6-(5-((4-isopropyl-1H-1,2,3-triazol-1-yl)methyl)-1-methyl-1H-1,2,3-triazol-4-yl)-2-methyl-pyridin-3-yl)oxy)cyclohexane-1-carboxylic acid C(C)(C)C=1N=NN(C1)CC1=C(N=NN1C)C1=CC=C(C(=N1)C)O[C@@H]1C[C@H](CCC1)C(=O)O